(S)-9-benzyl-4-ethyl-2-methyl-1-oxa-4,9-diazaspiro[5.5]undecan-3-one C(C1=CC=CC=C1)N1CCC2(CN(C([C@@H](O2)C)=O)CC)CC1